FC([C@@](C(=O)O[C@H](C)[C@H]1C(O[C@@H](C1)[C@H](CC)O[Si](C1=CC=CC=C1)(C1=CC=CC=C1)C(C)(C)C)=O)(C1=CC=CC=C1)OC)(F)F [(1R)-1-[(3S,5S)-5-[(1S)-1-[tert-butyl(diphenyl)silyl]oxypropyl]-2-oxo-tetrahydrofuran-3-yl]ethyl] (2S)-3,3,3-trifluoro-2-methoxy-2-phenyl-propanoate